((3R,5R)-4-(1H-indole-6-carbonyl)-3,5-dimethylpiperazin-1-yl)(4,7-dimethoxy-1H-indol-2-yl)methanone N1C=CC2=CC=C(C=C12)C(=O)N1[C@@H](CN(C[C@H]1C)C(=O)C=1NC2=C(C=CC(=C2C1)OC)OC)C